((1R,4R)-4-((6-amino-4-(((2S,6R)-2,6-dimethylmorpholino)methyl)pyridin-2-yl)amino)cyclohexyl)methanol NC1=CC(=CC(=N1)NC1CCC(CC1)CO)CN1C[C@@H](O[C@@H](C1)C)C